(S)-3-(((8-bromopyrido[3,4-b]pyrazin-5-yl)amino)methyl)tetrahydrofuran-3-ol BrC1=CN=C(C2=NC=CN=C21)NC[C@@]2(COCC2)O